FC1=C(C=CC=C1)C(CNC(C)=O)NC1=NC=C(C=N1)C1=NOC(=N1)C(F)(F)F N-[2-(2-fluorophenyl)-2-[[5-[5-(trifluoromethyl)-1,2,4-oxadiazol-3-yl]pyrimidin-2-yl]amino]ethyl]acetamide